C(C)(C)(C)C1=C(N=C(S1)NC(=O)C1(CC(C1)NC#N)F)Cl (1r,3r)-N-(5-tert-butyl-4-chloro-1,3-thiazol-2-yl)-3-(cyanoamino)-1-fluorocyclobutane-1-carboxamide